rac-(3ar,7as)-5-cyclobutyl-3-(7,8-dihydrofuro[3,2-e][1,3]benzothiazol-2-yl)octahydro-2H-imidazo[4,5-c]pyridin-2-one C1(CCC1)N1C[C@@H]2[C@H](CC1)NC(N2C=2SC1=C(N2)C2=C(C=C1)OCC2)=O |r|